C1(CC1)C1=CC(=NN1)NC1=NC(=NC2=CC=CC=C12)NC1=CC=C(C=C1)S(=O)(=O)NC 4-((4-((5-cyclopropyl-1H-pyrazole-3-yl)amino)quinazolin-2-yl)amino)-N-methylbenzenesulfonamide